(3E)-6-chloro-3-[(3-chloro-2-fluorophenyl)methylene]indolin-2-one ClC1=CC=C2\C(\C(NC2=C1)=O)=C/C1=C(C(=CC=C1)Cl)F